CC1=NC=CC=C1[C@H]1CCNC1 (R)-4-(2-Methyl-pyridin-3-yl)-pyrrolidine